(2S,3S,4S)-3,4-dihydroxy-N-methyl-1-(6-methyl-4-(trifluoromethyl)pyridin-2-yl)-5-oxo-N-(pyrrolo[1,2-b]pyridazin-2-yl)pyrrolidine-2-carboxamide O[C@H]1[C@H](N(C([C@H]1O)=O)C1=NC(=CC(=C1)C(F)(F)F)C)C(=O)N(C=1C=CC=2N(N1)C=CC2)C